C(CCC)[NH3+].OC=1C=C(C=CC1OC)/C=C(/C(=O)[O-])\C1=CC(=C(C(=C1)OC)OC)OC (E)-3-(3'-hydroxy-4'-methoxyphenyl)-2-(3',4',5'-trimethoxyphenyl)-2-propenoic acid n-butyl-ammonium salt